C(CC)C1OS(OC1)(=O)=O 4-Propyl-1,3,2-dioxathiolane-2,2-dioxide